methyl (s)-2-(2-(3,4-difluoro-2-methoxyphenyl)acetoxy)-3-methylbutanoate FC=1C(=C(C=CC1F)CC(=O)O[C@H](C(=O)OC)C(C)C)OC